CONC(=O)C=1C(OC(C1C=1NC2=CC(=CC=C2C1)C)CCCCC)=C=O n-methoxy-4-(6-methyl-1H-indol-2-yl)-2-carbonyl-5-pentyl-2,5-dihydrofuran-3-carboxamide